(7-(4-benzyl-2,6-dimethylphenoxy)-4-hydroxy-1-methoxyisoquinoline-3-carbonyl)glycine C(C1=CC=CC=C1)C1=CC(=C(OC2=CC=C3C(=C(N=C(C3=C2)OC)C(=O)NCC(=O)O)O)C(=C1)C)C